CO[Si](C)(CCCNCCN)OC n-(2-aminoethyl)-3-aminopropylmethyldimethoxysilane